N-(1-(cyclopropylmethyl)-1H-indazol-3-yl)-4-((2-hydroxyethyl)sulphonamido)-2-(6-azaspiro[2.5]oct-6-yl)benzamide C1(CC1)CN1N=C(C2=CC=CC=C12)NC(C1=C(C=C(C=C1)NS(=O)(=O)CCO)N1CCC2(CC2)CC1)=O